2,4-bis(difluoromethyl)-N-(1,2,4-thiadiazol-5-yl)pyridine-3-carboxamide FC(C1=NC=CC(=C1C(=O)NC1=NC=NS1)C(F)F)F